[Na+].[K+].S(=O)(=O)([O-])[O-].[Na+] sodium sulfate, potassium-sodium salt